ClC1=C(C(=O)NC2=CC=C(C=C2)C=2C3=C(NCCN2)C2=CC=CC=C2C=C3)C=CC=C1OC 5-[4-(2-chloro-3-methoxybenzoylamino)phenyl]-1,3-dihydronaphtho[1,2-e]-1,4-diazepine